N1=CC(=CC=C1)S(=O)(=O)NC12CC(C1)(C2)Cl N-3-pyridinesulfonyl-3-chlorobicyclo[1.1.1]pentylamine